FC1C2N(CCOC12)C(=O)OCC1=CC=CC=C1 benzyl 7-fluoro-2-oxa-5-azabicyclo[4.1.0]heptane-5-carboxylate